bis(3,5-dibromophenyl)-bis(4-methylthiophenyl)silane BrC=1C=C(C=C(C1)Br)[Si](C1=CC=C(C=C1)SC)(C1=CC=C(C=C1)SC)C1=CC(=CC(=C1)Br)Br